bis(asparagine) ditrifluoroacetate salt FC(C(=O)O)(F)F.FC(C(=O)O)(F)F.N[C@@H](CC(N)=O)C(=O)O.N[C@@H](CC(N)=O)C(=O)O